2-bromo-1-(4-(t-butyl)phenyl)ethanone BrCC(=O)C1=CC=C(C=C1)C(C)(C)C